N[C@@H](CC1=CC=C(C=C1)O)C(=O)O.N[C@@H](CC1=CC=C(C=C1)O)C(=O)O.[B].[B] diboron dityrosine